N,N'-bis(2-methoxybenzyl)-1H-1,2,4-triazole-3,5-diamine COC1=C(CNC2=NNC(=N2)NCC2=C(C=CC=C2)OC)C=CC=C1